NC1CC2(CC(C2)OC2=C(C(=CC=C2)OC)C2=CC(=NN2)NC=2N=CC(=NC2)C#N)C1 5-((5-(2-((6-aminospiro[3.3]heptan-2-yl)oxy)-6-methoxyphenyl)-1H-pyrazol-3-yl)amino)pyrazine-2-carbonitrile